BrC1=C(C=2C(=NC=C3C2C2(C(N3C)=O)CCC2)N1S(=O)(=O)C1=CC=CC=C1)C1=CC=CC=C1 2'-bromo-6'-methyl-1'-phenyl-3'-(phenylsulfonyl)-3',6'-dihydro-7'H-spiro[cyclobutane-1,8'-dipyrrolo[2,3-b:3',2'-d]pyridin]-7'-one